FC(S(=O)(=O)OC1=NC(=C(C2=C1C=CS2)C2=C(C=C(C=C2OCCOC)F)F)C21CC(C2)(C1)CO[Si](C1=CC=CC=C1)(C1=CC=CC=C1)C(C)(C)C)(F)F [6-[3-[[tert-butyl(diphenyl)silyl]oxymethyl]-1-bicyclo[1.1.1]pentanyl]-7-[2,4-difluoro-6-(2-methoxyethoxy)phenyl]thieno[3,2-c]pyridin-4-yl] trifluoromethanesulfonate